FC1=C(C2=CC=CC=C2C=C1OC)N1CC=2N=C(N=C(C2CC1)N1CCN(CC1)C(C=C)=O)OC[C@H]1N(CCC1)C 1-[4-[7-(2-fluoro-3-methoxy-1-naphthyl)-2-[[(2S)-1-methylpyrrolidin-2-yl]methoxy]-6,8-dihydro-5H-pyrido[3,4-d]pyrimidin-4-yl]piperazin-1-yl]prop-2-en-1-one